CC=1C(=NC=CC1)NC1=NC(=NS1)C1=CC=C(C=N1)NC(C)=O N-(6-(5-(3-methylpyridin-2-ylamino)-1,2,4-thiadiazol-3-yl)pyridin-3-yl)acetamide